4-[4-(2,2-diphenylethyl)piperazin-1-yl]-N-[3-nitro-4-(tetrahydropyran-4-ylmethylamino)phenyl]sulfonyl-2-(1H-pyrrolo[2,3-b]pyridin-5-yloxy)benzamide C1(=CC=CC=C1)C(CN1CCN(CC1)C1=CC(=C(C(=O)NS(=O)(=O)C2=CC(=C(C=C2)NCC2CCOCC2)[N+](=O)[O-])C=C1)OC=1C=C2C(=NC1)NC=C2)C2=CC=CC=C2